FC1(CC(C1)C1(C(N=C(C=C1)C1=CC=C(C=C1)F)NC1(COCC1)C)N)F 3-(3,3-difluorocyclobutyl)-6-(4-fluorophenyl)-N2-(3-methyltetrahydrofuran-3-yl)pyridine-2,3-diamine